6-Bromohexanoic acid 1,1,1,2,2,3,3,4,4,5,5,6,6,12,12,13,13,14,14,15,15,16,16,17,17,17-hexacosafluoroheptadec-9-yl ester FC(C(C(C(C(C(CCC(CCC(C(C(C(C(C(F)(F)F)(F)F)(F)F)(F)F)(F)F)(F)F)OC(CCCCCBr)=O)(F)F)(F)F)(F)F)(F)F)(F)F)(F)F